N,N-diethyl-4-(6-methyl-7-((3-(piperidin-1-yl)propyl)amino)thieno[3,2-b]pyridin-5-yl)benzamide C(C)N(C(C1=CC=C(C=C1)C1=C(C(=C2C(=N1)C=CS2)NCCCN2CCCCC2)C)=O)CC